C(#C)C1=C2C(=CC(=CC2=CC=C1F)O)C1=C(C=2N=C(N=C(C2C=N1)N1CCOCC(C1)CO)OC[C@]12CCCN2C[C@@H](C1)F)F 5-ethynyl-6-fluoro-4-(8-fluoro-2-(((2r,7as)-2-fluoro-hexahydro-1H-pyrrolizin-7a-yl)methoxy)-4-(6-(hydroxymethyl)-1,4-oxaazepan-4-yl)pyrido[4,3-d]pyrimidin-7-yl)naphthalen-2-ol